CC1=CC=CC(=N1)C(C(=O)N)C (6-methyl-2-pyridyl)propanamide